((1-(4-(trifluoromethoxy)phenyl)-4-(1-trityl-1H-imidazol-4-yl)-1H-pyrazolo[3,4-b]pyridin-3-yl)methyl)carbamic acid tert-butyl ester C(C)(C)(C)OC(NCC1=NN(C2=NC=CC(=C21)C=2N=CN(C2)C(C2=CC=CC=C2)(C2=CC=CC=C2)C2=CC=CC=C2)C2=CC=C(C=C2)OC(F)(F)F)=O